2,4-bis(4-[2-ethylhexyloxy]-2-hydroxyphenyl)-6-(4-methoxyphenyl)-1,3,5-tri-azine C(C)C(COC1=CC(=C(C=C1)C1=NC(=NC(=N1)C1=C(C=C(C=C1)OCC(CCCC)CC)O)C1=CC=C(C=C1)OC)O)CCCC